1-methoxy-4-{[(4-methylbenzenesulfonyl)sulfanyl]methyl}benzene COC1=CC=C(C=C1)CSS(=O)(=O)C1=CC=C(C=C1)C